N1[GeH]=CC=C1 azagermole